C(#C)[Si]1(C[Si](C[Si](C1)(C)C#C)(C)C#C)C 1,3,5-triacetylenyl-1,3,5-trimethyl-1,3,5-trisilacyclohexane